N-(5-((4-(benzo[b]thiophen-3-yl)pyrimidin-2-yl)amino)-4-methoxy-2-(2-morpholinoethoxy)phenyl)acrylamide S1C2=C(C(=C1)C1=NC(=NC=C1)NC=1C(=CC(=C(C1)NC(C=C)=O)OCCN1CCOCC1)OC)C=CC=C2